6-chloro-4-(4-(indolin-7-ylmethyl)piperazin-1-yl)-1-methyl-2-oxo-1,2-dihydro-1,5-naphthyridine-3-carbonitrile ClC=1N=C2C(=C(C(N(C2=CC1)C)=O)C#N)N1CCN(CC1)CC=1C=CC=C2CCNC12